ClC=1C=C2C(OCC=3N=C(SC3C=3C(=CC(=C(NS(C(C1O)=C2)(=O)=O)C3)F)F)C(F)(F)F)=O 12-chloro-18,20-difluoro-13-hydroxy-15,15-dioxo-4-(trifluoromethyl)-8-oxa-3,15λ6-dithia-5,16-diazatetracyclo[15.3.1.110,14.02,6]docosa-1(21),2(6),4,10,12,14(22),17,19-octaen-9-one